N,N-dimethyl-alpha-iodoacetamide CN(C(CI)=O)C